FC(C1=NN=C(O1)C=1C=CC(=NC1)CN1C(C2=CC(=CC=C2C(C1=O)(C)C)C1CCN(CC1)C)=O)F 2-((5-(5-(difluoromethyl)-1,3,4-oxadiazole-2-yl)pyridine-2-yl)methyl)-4,4-dimethyl-7-(1-methylpiperidine-4-yl)isoquinoline-1,3(2H,4H)-dione